Cl.Cl.[C@@H]12N(C[C@@H](NC1)CC2)CCOC2=C(C=C(C=C2)N2C1(CCC1)C(N(C2=S)C=2C=C(C(=NC2)C#N)C(F)(F)F)=O)CC 5-(5-(4-(2-((1s,4s)-2,5-diazabicyclo[2.2.2]oct-2-yl)ethoxy)-3-ethylphenyl)-8-oxo-6-thioxo-5,7-diazaspiro[3.4]oct-7-yl)-3-(trifluoromethyl)pyridinecarbonitrile dihydrochloride